NC=1N(C2=CC(=CC=C2C1SC=1C=C(C(=O)O)C=CC1)Cl)C=1C=NN(C1)C 3-((2-amino-6-chloro-1-(1-methyl-1H-pyrazol-4-yl)-1H-indol-3-yl)thio)benzoic acid